[2,2,2-trideuterio-1-(trideuteriomethyl)ethyl]hydrazine [2H]C(C(C([2H])([2H])[2H])NN)([2H])[2H]